O=C1NC(CCC1N1C(C2=CC=CC(=C2C1=O)N1CCN(CC1)CCN1CCC(CC1)C(=O)N[C@H]1C[C@@H](CC1)NC1=CC(=NC=2N1N=CC2)CCC)=O)=O 1-(2-(4-(2-(2,6-dioxopiperidin-3-yl)-1,3-dioxoisoindolin-4-yl)piperazin-1-yl)ethyl)-N-((1R,3R)-3-((5-propylpyrazolo[1,5-a]pyrimidin-7-yl)amino)cyclopentyl)piperidine-4-carboxamide